C(C1=CC=CC=C1)N1CCC(C2=CC=C(C(=C12)NCC1=CC=C(C=C1)OC)CO)(C)C (1-benzyl-8-((4-methoxybenzyl)amino)-4,4-dimethyl-1,2,3,4-tetrahydroquinolin-7-yl)methanol